C(CC)N(CCC1=CNC2=CC=CC(=C12)OC1OC(C(C(C1O)O)O)CO)CCC 2-((3-(2-(dipropylamino)ethyl)-1H-indol-4-yl)oxy)-6-(hydroxymethyl)tetrahydro-2H-pyran-3,4,5-triol